(1-((6-chloro-5-iodopyrimidin-4-yl)amino)-3-hydroxypropan-2-yl)carbamic acid tert-butyl ester C(C)(C)(C)OC(NC(CNC1=NC=NC(=C1I)Cl)CO)=O